6-(3-amino-1-octanoyl-1H-indazol-4-yl)-N-(4-fluoro-3-methylphenyl)-1-naphthamide NC1=NN(C2=CC=CC(=C12)C=1C=C2C=CC=C(C2=CC1)C(=O)NC1=CC(=C(C=C1)F)C)C(CCCCCCC)=O